4-(3-(4-chloro-3-fluorophenyl)-1-(tetrahydro-2H-pyran-4-yl)-1H-pyrrolo[2,3-b]pyridine-6-carbonyl)-3,3-dimethylpiperazin ClC1=C(C=C(C=C1)C1=CN(C2=NC(=CC=C21)C(=O)N2C(CNCC2)(C)C)C2CCOCC2)F